N1CC(C1)N1N=NC=2C=NC=3C(=C(C(=CC3C21)Cl)C2=C(C=C(C1=C2N=C(S1)N)F)F)F 4-(1-(azetidin-3-yl)-8-chloro-6-fluoro-1H-[1,2,3]triazolo[4,5-c]quinolin-7-yl)-5,7-difluorobenzo[d]thiazol-2-amine